C(C1=CC(O)=C(O)C(O)=C1)(=O)C(=O)[C@H](O)[C@@H](O)[C@H](O)[C@H](O)CO mono-galloyl-glucose